4-(4-(1-(4-(2-(3-Chloro-4-cyanophenyl)-3-methyl-2,8-diazaspiro[4.5]decan-8-yl)benzoyl)piperidin-4-yl)piperazin-1-yl)-N-(2,6-dioxopiperidin-3-yl)-2-fluorobenzamide ClC=1C=C(C=CC1C#N)N1CC2(CC1C)CCN(CC2)C2=CC=C(C(=O)N1CCC(CC1)N1CCN(CC1)C1=CC(=C(C(=O)NC3C(NC(CC3)=O)=O)C=C1)F)C=C2